F[C@@H]1C[C@@]2(CCCN2C1)COC=1N=C(C2=C(N1)C(=C(N=C2)C2=CC(=CC1=CC=C(C(=C21)C#C)F)O)F)N2C(CCCC2)COC 4-(2-{[(2r,7as)-2-fluoro-hexahydro-1H-pyrrolizin-7a-yl]methoxy}-8-fluoro-4-[2-(methoxymethyl)piperidin-1-yl]pyrido[4,3-d]pyrimidin-7-yl)-5-ethynyl-6-fluoronaphthalen-2-ol